BrC1=C2C(=CN=C1NC1CCC(CC1)NC1=CC=C3C=NN(C3=C1)C1OCCCC1)OC(=C2)C#N 4-bromo-5-((4-((1-(tetrahydro-2H-pyran-2-yl)-1H-indazol-6-yl)amino)cyclohexyl)amino)furo[2,3-c]pyridine-2-carbonitrile